tert-butyl 5-{[2-(4-chlorophenyl) imidazo[1,2-a]pyrimidin-3-yl] methyl}-2,5-diazabicyclo[2.2.2]octane-carboxylate ClC1=CC=C(C=C1)C=1N=C2N(C=CC=N2)C1CN1C2CNC(C1)(CC2)C(=O)OC(C)(C)C